2-(thiophen-2-ylmethyl)azepane S1C(=CC=C1)CC1NCCCCC1